(R)-6-((5-azaspiro[2.5]octan-8-yl)oxy)-N-(5-(difluoromethoxy)-1H-pyrazol-3-yl)pyrazin-2-amine C1CC12CNCC[C@H]2OC2=CN=CC(=N2)NC2=NNC(=C2)OC(F)F